FC(C=1C=C(C=C(C1)C(F)(F)F)C=1N=NN(C1)CC1=CC=C(C=C1)C=1OC(=NN1)C(F)F)(F)F 2-(4-((4-(3,5-bis(trifluoromethyl)phenyl)-1H-1,2,3-triazol-1-yl)methyl)phenyl)-5-(difluoromethyl)-1,3,4-oxadiazole